N(=N/C(C(C#N)(C)C)=O)/C(C(C#N)(C)C)=O (Z)-3,3'-(diazene-1,2-diyl)bis(2,2-dimethyl-3-oxopropanenitrile)